(3,4-dinitrophenyl)dimethylamine [N+](=O)([O-])C=1C=C(C=CC1[N+](=O)[O-])N(C)C